FC1(C(OC(C(O1)(F)F)(C(F)(F)F)F)=O)C(F)(F)F 3,5,5,6-tetrafluoro-3,6-bis(trifluoromethyl)-1,4-dioxane-2-one